(R*,E)-1-(3-hydroxy-3-(4-(trifluoromethyl)styryl)pyrrolidin-1-yl)prop-2-en-1-one O[C@@]1(CN(CC1)C(C=C)=O)\C=C\C1=CC=C(C=C1)C(F)(F)F |o1:1|